bis[4-(2-hydroxyethoxy)phenyl]methane OCCOC1=CC=C(C=C1)CC1=CC=C(C=C1)OCCO